7-Iodo-3-[2-(methoxymethoxy)-6-methyl-4-(trifluoromethyl)phenyl]-5-methyl-5H-pyrrolo[3,2-c]pyridazine IC1=CN(C2=C1N=NC(=C2)C2=C(C=C(C=C2C)C(F)(F)F)OCOC)C